5-(4-((4-(1-(4-amino-5-methoxy-2-(1-methyl-1H-pyrazol-4-yl)phenyl)piperidin-4-yl)piperazin-1-yl)methyl)piperidin-1-yl)-2-(2,6-dioxopiperidin-3-yl)isoindoline-1,3-dione NC1=CC(=C(C=C1OC)N1CCC(CC1)N1CCN(CC1)CC1CCN(CC1)C=1C=C2C(N(C(C2=CC1)=O)C1C(NC(CC1)=O)=O)=O)C=1C=NN(C1)C